8-(1H-pyrazol-3-yl)-[1,7]naphthyridine N1N=C(C=C1)C=1N=CC=C2C=CC=NC12